CC1=C(C(NC(=C1)C)=O)CNC(=O)C=1C(=C(N2C=C(C=C2C1)C1=C(C=CC(=C1)OC)F)C(C)N1CCOCC1)C N-((4,6-dimethyl-2-oxo-1,2-dihydropyridin-3-yl)methyl)-2-(2-fluoro-5-methoxyphenyl)-6-methyl-5-(1-morpholinoethyl)indolizine-7-carboxamide